C(C)(C)(C)OC(=O)N1C[C@H](OCC1)CN1N=C2N(C(=NC(=C2C2=CC(=NC(=C2)C)C)C2=CC=CC=C2)N)C1=O (2S)-2-[[5-amino-8-(2,6-dimethyl-4-pyridinyl)-3-oxo-7-phenyl-[1,2,4]triazolo[4,3-c]pyrimidin-2-yl]methyl]morpholine-4-carboxylic acid tert-butyl ester